Imidazoline sodium [Na].N1C=NCC1